(S)-5-chloro-N-(8-chloro-5-methyl-4-oxo-2,3,4,5-tetrahydropyrido[3,2-b]-[1,4]oxazepin-3-yl)-4-(2-chlorophenyl)pyrimidine-2-carboxamide ClC=1C(=NC(=NC1)C(=O)N[C@@H]1C(N(C2=C(OC1)C=C(C=N2)Cl)C)=O)C2=C(C=CC=C2)Cl